NC(C(C1=NN=CC2=CC=CC=C12)NC(=O)[C@@H]1[C@H]2C([C@H]2CN1C([C@H](C(C)(C)C)NC(CC=1C=NC=CC1)=O)=O)(C)C)=O (1R,2S,5S)-N-(2-amino-2-oxo-1-phthalazin-1-yl-ethyl)-3-[(2S)-3,3-dimethyl-2-[[2-(3-pyridyl)acetyl]amino]butanoyl]-6,6-dimethyl-3-azabicyclo[3.1.0]hexane-2-carboxamide